C1=C(C=CC2=CC=CC=C12)C1=C2C=CC=CC2=C(C2=CC=CC=C12)B(O)O (10-(naphthalene-2-yl)anthracen-9-yl)boronic acid